C(CCCCCC(C)C)=O Isononaldehyde